(7R)-7-benzyl-N-(3,3-diphenylpropyl)-4,8-dioxo-9-phenethyloctahydropyrimido[1,2-a][1,4]diazepine-1(2H)-carboxamide C(C1=CC=CC=C1)[C@H]1C(N(CC2N(C1)C(CCN2C(=O)NCCC(C2=CC=CC=C2)C2=CC=CC=C2)=O)CCC2=CC=CC=C2)=O